C1(=CC=CC2=CC=CC=C12)CNC(=O)C=1C(NC(N([C@H]2C[C@H](O)[C@@H](CO)O2)C1)=O)=O 5-naphthylmethylaminocarbonyl-2'-deoxyuridine